3-bromo-2,6-difluoro-N,N-bis[(4-methoxyphenyl)methyl]-5-methyl-4-(trifluoromethyl)aniline BrC=1C(=C(N(CC2=CC=C(C=C2)OC)CC2=CC=C(C=C2)OC)C(=C(C1C(F)(F)F)C)F)F